ClC1=NC=C(C(=C1)NC1CCC(CC1)O)C#CCN1CCOCC1 4-((2-Chloro-5-(3-morpholinoprop-1-yn-1-yl)pyridin-4-yl)amino)cyclohexan-1-ol